6-chloro-N,N-bis(4-methoxybenzyl)-3H-[1,2,3]triazolo[4,5-c]pyridin-4-amine ClC1=CC2=C(C(=N1)N(CC1=CC=C(C=C1)OC)CC1=CC=C(C=C1)OC)NN=N2